N-hydroxy-N-(5-(1-(methoxyimino)ethyl)-1,3-dimethyl-2,4,6-trioxohexahydropyrimidin-5-yl)benzamide ON(C(C1=CC=CC=C1)=O)C1(C(N(C(N(C1=O)C)=O)C)=O)C(C)=NOC